P(=O)(O)(OP(=O)(O)O)O[C@@H]1[C@H](O)[C@@H](O)[C@@H](O)[C@H](O1)CO diphospho-α-D-galactose